5-(4-fluoroazepan-1-yl)pyrazin FC1CCN(CCC1)C=1N=CC=NC1